4-(1-(6-(2-((2-(2,6-dioxopiperidin-3-yl)-1,3-dioxoisoindolin-4-yl)oxy)acetamido)hexyl)-1H-pyrazol-4-yl)-N-(2-(((S)-2-methylpyrrolidin-1-yl)methyl)-1H-benzo[d]imidazol-5-yl)benzamide O=C1NC(CCC1N1C(C2=CC=CC(=C2C1=O)OCC(=O)NCCCCCCN1N=CC(=C1)C1=CC=C(C(=O)NC2=CC3=C(NC(=N3)CN3[C@H](CCC3)C)C=C2)C=C1)=O)=O